COCC(=O)N1CCCC2=CC(=CC=C12)OCC(=O)NCCCCCNC 2-[[1-(2-methoxyacetyl)-3,4-dihydro-2H-quinolin-6-yl]oxy]-N-[5-(methylamino)pentyl]acetamide